γ-keto-isoleucine O=C([C@@H]([C@H](N)C(=O)O)C)C